tert-butyl (R)-3-(7-(1,1-dioxido-4-oxo-1,2,5-thiadiazolidin-2-yl)-8-fluoro-6-hydroxynaphthalen-2-yl)pyrrolidine-1-carboxylate O=S1(N(CC(N1)=O)C1=C(C=C2C=CC(=CC2=C1F)[C@@H]1CN(CC1)C(=O)OC(C)(C)C)O)=O